[3-[4-(hydroxymethyl)phenyl]-5-[(1-methylcyclopropyl)methoxy]phenyl]-[4-(5-methyl-[1,3]oxazolo[4,5-b]pyridin-2-yl)piperazin-1-yl]methanone OCC1=CC=C(C=C1)C=1C=C(C=C(C1)OCC1(CC1)C)C(=O)N1CCN(CC1)C=1OC=2C(=NC(=CC2)C)N1